C(C)(=O)OC1=C2C(=CNC2=CC=C1)CCN1CCC1 3-(2-(azetidin-1-yl)ethyl)-1H-indol-4-yl acetate